N1(C2=C(OCCC1)N=C1C(=C2)C=CN1)C1=C(C(=O)N)C=CC=C1F 2-(3,4-dihydro-2H-pyrrolo[3',2':5,6]Pyrido[2,3-b][1,4]Oxazepin-1(7H)-yl)-3-fluorobenzamide